2-(1-(4-((2,6-Dioxopiperidin-3-yl)amino)-2-fluorophenyl)-4-hydroxypiperidin-4-yl)acetic acid hydrochloric acid salt Cl.O=C1NC(CCC1NC1=CC(=C(C=C1)N1CCC(CC1)(O)CC(=O)O)F)=O